ClC1=CC=C(C=C1)C=1C=C(C(N(N1)C=1C=NC=CC1)=O)C(=O)NC(CF)CO 6-(4-chlorophenyl)-N-(1-fluoro-3-hydroxyprop-2-yl)-3-oxo-2-(pyridin-3-yl)-2,3-dihydropyridazine-4-carboxamide